C1(=CC(=CC=C1)C1=C(C(=NC(=C1C#N)N1CCN(CC1)C)N)C#N)C1=CC=CC=C1 4-([1,1'-biphenyl]-3-yl)-2-amino-6-(4-methylpiperazin-1-yl)pyridine-3,5-dinitrile